C(C)N(C1=C(C=CC(=C1)NCC1=CC=C(C=C1)C(F)(F)F)NC(CCCCC(CF)F)=O)CC N-(2-(diethylamino)-4-((4-(trifluoromethyl)benzyl)amino)phenyl)-6,7-difluoroheptanamide